C(=O)(OC(C)(C)C)N1C[C@H](CCC1)N (S)-1-boc-3-aminopiperidine